(5'-bromo-3-methylspiro[cyclopentane-1,3'-indolin]-1'-yl)(3-((4,4-difluoropiperidin-1-yl)sulfonyl)phenyl)methanone BrC=1C=C2C3(CN(C2=CC1)C(=O)C1=CC(=CC=C1)S(=O)(=O)N1CCC(CC1)(F)F)CC(CC3)C